Ethyl (2Z)-3-amino-4,4-difluoropent-2-enoate N\C(=C/C(=O)OCC)\C(C)(F)F